4-amino-8-(2-chloropyridin-3-yl)-3-(propylcarbamoyl)isoquinoline 2-oxide NC1=C([N+](=CC2=C(C=CC=C12)C=1C(=NC=CC1)Cl)[O-])C(NCCC)=O